Cl.CC=1C=C(C=C(C1)C)NC1=NC=CC(=N1)C1=NN(C(=C1)C(=O)NCCNC)C 3-{2-[(3,5-dimethylphenyl)amino]pyrimidin-4-yl}-1-methyl-N-[2-(methylamino)ethyl]-1H-pyrazole-5-carboxamide hydrochloride